ClC1=CC(=C(C(=O)N2C[C@H](N(CC2)C=2C=CC(=NC2C(=O)NCCN(C)C)C=2C(=NC=CC2)OCC)CC)C=C1)C(F)F 5-[(2R)-4-[4-chloro-2-(difluoromethyl)benzoyl]-2-ethylpiperazin-1-yl]-N-[2-(dimethylamino)ethyl]-2'-ethoxy-[2,3'-bipyridine]-6-carboxamide